1-[(4-Fluorophenyl)methyl]-N-{4-[3-(4-methylphenyl)-1,2,4-oxadiazol-5-yl]phenyl}-5-oxopyrrolidine-3-carboxamide FC1=CC=C(C=C1)CN1CC(CC1=O)C(=O)NC1=CC=C(C=C1)C1=NC(=NO1)C1=CC=C(C=C1)C